3-(2-((tert-butyldiphenylsilyl)oxy)ethyl)piperazine [Si](C1=CC=CC=C1)(C1=CC=CC=C1)(C(C)(C)C)OCCC1CNCCN1